ClC=1C(=NC(=NC1)NC=1C=NN(C1)C1CCN(CC1)C(CO)=O)C1=CC=C(C(=O)N[C@@H](C)C#N)C=C1 (S)-4-(5-chloro-2-((1-(1-(2-hydroxyacetyl)piperidin-4-yl)-1H-pyrazol-4-yl)amino)pyrimidin-4-yl)-N-(1-cyanoethyl)benzamide